CC(CCCCC=1N(C=C(N1)C=1C=NC=CC1)C(=O)N)C (5-methylhexyl)-4-(pyridin-3-yl)-1H-imidazole-1-carboxamide